C(C)(C)N1N=NC2=C1C=CC(=C2)C2=NC(=NO2)C=2C(=NC=CC2)C 5-(1-isopropyl-1H-benzo[d][1,2,3]triazol-5-yl)-3-(2-methyl-pyridin-3-yl)-1,2,4-oxadiazole